((5-(trimethylsilyl)-1,3-phenylene)bis(oxy))bis(ethane) C[Si](C=1C=C(C=C(C1)OCC)OCC)(C)C